1-β-D-ribofuranosyl-1H-1,2,4-triazole-3-carboxamide [C@@H]1([C@H](O)[C@H](O)[C@H](O1)CO)N1N=C(N=C1)C(=O)N